(Z)-2-hydroxyimino-N-(4-methoxy-2,6-dimethyl-phenyl)propanamide O\N=C(/C(=O)NC1=C(C=C(C=C1C)OC)C)\C